ClC1=CC=C2C(=CC=NC2=C1)N1CCN(CC1)C(=O)C1CN(CCC1)C(=O)C1CCCCC1 (4-(7-chloroquinolin-4-yl)piperazin-1-yl)(1-(4-cyclohexylcarbonyl)piperidin-3-yl)methanone